rel-(2S,3R)-N-(2,3-difluorophenyl)-3,4-dihydro-5-methyl-3-[4-(trifluoromethyl)phenyl]-2H-pyrrole-2-carboxamide 1-oxide FC1=C(C=CC=C1F)NC(=O)[C@H]1[N+](=C(C[C@@H]1C1=CC=C(C=C1)C(F)(F)F)C)[O-] |o1:11,15|